C1(CC1)CCC1=C(C(=NN1C=1SC=C(N1)C(=O)O)C1=CC(=CC=C1)C#CC=1SC(=CC1)C1CC1)CC1=CC(=C(C=C1)S(N)(=O)=O)F 2-(5-(2-cyclopropylethyl)-3-(3-((5-cyclopropylthiophen-2-yl)ethynyl)phenyl)-4-(3-fluoro-4-sulfamoylbenzyl)-1H-pyrazol-1-yl)thiazole-4-carboxylic acid